C(C1=CC=CC=C1)OC(=O)N1CCC(=C[C@H]1C1=CC=C(C=C1)C(=O)OC)N1N=CC=C1.[Cr](=O)(=O)([O-])O[Cr](=O)(=O)[O-].[Na+].[Na+] sodium dichromate benzyl-(S)-6-(4-(methoxycarbonyl)phenyl)-4-(1H-pyrazol-1-yl)-3,6-dihydropyridine-1(2H)-carboxylate